ethyl 3-amino-1-(4-chlorophenyl)-1H-pyrrole-2-carboxylate NC1=C(N(C=C1)C1=CC=C(C=C1)Cl)C(=O)OCC